2,6-diaminochlorobenzene NC1=C(C(=CC=C1)N)Cl